CSC=1C=CC=C2C=NNC12 7-(methylthio)-1H-indazol